2-methyl-2-[5-[3-amino-5,5,7-trifluoro-1-[[4-(4-methoxyphenyl)phenyl]methyl]-2-oxo-3,4-dihydro-1-benzazepin-8-yl]-1,3,4-oxadiazol-2-yl]propanenitrile CC(C#N)(C)C=1OC(=NN1)C1=CC2=C(C(CC(C(N2CC2=CC=C(C=C2)C2=CC=C(C=C2)OC)=O)N)(F)F)C=C1F